NCCOCCOCCN1CCC(CC1)NC1=C2CN(C(C2=CC=C1)=O)C1C(NC(CC1)=O)=O 3-[4-[[1-[2-[2-(2-Aminoethoxy)ethoxyl]ethyl]-4-piperidyl]amino]-1-oxo-isoindolin-2-yl]piperidine-2,6-dione